N[C@@H](CC(N)=O)C(=O)OC([C@@H](N)CC(N)=O)=O L-asparagine anhydride